2,6-dimethyl-4-(propan-2-yl)piperazine Selenium [Se].CC1NC(CN(C1)C(C)C)C